CC1[C@@H](CC(C(N1CC(F)(F)F)=O)NC(=O)C1OC2=C(CCCC2)C12C(NC1=NC=CC=C12)=O)C1=C(C(=CC(=C1)F)F)F (5S)-N-(6-methyl-2-oxo-1-(2,2,2-trifluoroethyl)-5-(2,3,5-trifluorophenyl)piperidin-3-yl)-2'-oxo-1',2',6,7-tetrahydro-4H-spiro[benzofuran-3,3'-pyrrolo[2,3-b]pyridine]-2-formamide